FC=1C=CC(=C(C(=O)N)C1)OC(C)CCC 5-fluoro-2-(pentan-2-yloxy)benzamide